OC(CCP)(O)O tri-hydroxypropyl-phosphine